3-(piperidin-3-yl)-1H-indole N1CC(CCC1)C1=CNC2=CC=CC=C12